C1OCC12CN(C2)CCCNC=2N=C(C1=C(N2)N=C(C=C1C)C)N N2-(3-(2-oxa-6-azaspiro[3.3]heptan-6-yl)propyl)-5,7-dimethylpyrido[2,3-d]pyrimidine-2,4-diamine